C(C=C)(=O)N1C[C@@H](N(CC1)C=1C2=C(N(C(N1)=O)C=1C(=NC=CC1C)C(C)C)N=C(C(=C2)F)C2=C(C=CC=C2COC)F)C 4-((S)-4-acryloyl-2-methylpiperazin-1-yl)-6-fluoro-7-(2-fluoro-6-(methoxymethyl)phenyl)-1-(2-isopropyl-4-methylpyridin-3-yl)pyrido[2,3-d]pyrimidin-2(1H)-one